ClC1=CC=CC(=C1[C@H](C)NC=1C=NNC1)F 6-chloro-4-(((S)-1-(2-fluorophenyl)ethyl)amino)-1H-pyrazole